C1(CC(C(CC1)C(C)C)OOOC1CC(CCC1C(C)C)C)C menthoxy ether